4-(4-((4-(benzo[d]isoxazol-3-yl)piperazin-1-yl)methyl)benzylamino)-2-(2,6-dioxopiperidin-3-yl)isoindoline-1,3-dione O1N=C(C2=C1C=CC=C2)N2CCN(CC2)CC2=CC=C(CNC1=C3C(N(C(C3=CC=C1)=O)C1C(NC(CC1)=O)=O)=O)C=C2